C(C)SC1=NN2C(N=C(C=C2)C2=CC=CC=C2)=C1C1=NC2=C(C=NC(=C2)C(F)(F)F)N1C 2-(2-(ethylthio)-5-phenylpyrazolo[1,5-a]pyrimidin-3-yl)-3-methyl-6-(trifluoromethyl)-3H-imidazo[4,5-c]pyridine